[2-(5-methyl-1H-indol-3-yl)ethyl]tripropylazanium CC=1C=C2C(=CNC2=CC1)CC[N+](CCC)(CCC)CCC